(rac)-tert-butyl 4-hydroxyazepane-1-carboxylate O[C@H]1CCN(CCC1)C(=O)OC(C)(C)C |r|